C(C)(C)(C)OC(=O)N1C[C@@H](CCC1)C(NC1=NN(C2=CC=C(C=C12)OCC)C(C1=CC=CC=C1)(C1=CC=CC=C1)C1=CC=CC=C1)=O (3R)-3-[(5-ethoxy-1-trityl-1H-indazol-3-yl)carbamoyl]piperidine-1-carboxylic acid tert-butyl ester